4-bromo-1-(2,6-dibenzyloxy-3-pyridyl)-5-fluoro-3-methyl-benzimidazol-2-one BrC1=C(C=CC=2N(C(N(C21)C)=O)C=2C(=NC(=CC2)OCC2=CC=CC=C2)OCC2=CC=CC=C2)F